NC=1C=C(C=CC1)C1=C(N=C(O1)C1=CC=C(C=C1)C(F)(F)F)C(=O)NCCN(C)C (3-aminophenyl)-N-(2-(dimethylamino)ethyl)-2-(4-(trifluoromethyl)phenyl)oxazole-4-carboxamide